3-{2-acetamidoimidazo[1,2-b]pyridazin-6-yl}-5-fluoro-N-{[2-fluoro-5-(trifluoromethyl)phenyl]methyl}-4-methylbenzamide C(C)(=O)NC=1N=C2N(N=C(C=C2)C=2C=C(C(=O)NCC3=C(C=CC(=C3)C(F)(F)F)F)C=C(C2C)F)C1